Cl.C(C)OC(C[C@@H](C=1C=C(C=C(C1F)C)C1=C(C(=CC=C1C)F)C)N)=O.C(C)(=O)C1=CNC(C1O)C(C)CCCCC 3-acetyl-4-hydroxy-5-sec-heptyl-pyrrolin ethyl-(S)-3-amino-3-(3',4-difluoro-2',5,6'-trimethyl-[1,1'-biphenyl]-3-yl)propanoate hydrochloride